2-chloro-5-({[(1-hydroxycyclopropyl)carbonyl]amino}methyl)-N-{1-[3-methyl-4-(trifluoromethoxy)phenyl]-1H-indazole-4-yl}benzamide ClC1=C(C(=O)NC2=C3C=NN(C3=CC=C2)C2=CC(=C(C=C2)OC(F)(F)F)C)C=C(C=C1)CNC(=O)C1(CC1)O